6-fluoro-4-(trifluoromethyl)indan-1-one oxime FC1=CC(=C2CCC(C2=C1)=NO)C(F)(F)F